C1(CCNCCC1)=O 4-azacycloheptanone